2-amino-6-borono-2-(3-(3-methoxyphenoxy)propyl)hexanoic acid NC(C(=O)O)(CCCCB(O)O)CCCOC1=CC(=CC=C1)OC